ClC=1C(=CC2=C(N=C(O2)C)C1)B1OC(C(O1)(C)C)(C)C 2-(5-chloro-2-methylbenzoxazol-6-yl)-4,4,5,5-tetramethyl-1,3,2-dioxaborolane